sodium N-(2-carboxyethyl)-dodecylamine C(=O)(O)CCNCCCCCCCCCCCC.[Na]